C(OC(CCCCCCCCCCCCC)CN1C(CCC2=CC=C(C=C12)CCN1CCN(CC1)C1=CC(=CC2=C1C=CS2)F)=O)([O-])=O (7-(2-(4-(6-fluorobenzothiophen-4-yl)piperazin-1-yl)ethyl)-2-oxo-3,4-dihydroquinoline-1(2H)-yl)methyltetradecyl carbonate